((2-methoxyphenyl)ethynyl)aniline COC1=C(C=CC=C1)C#CNC1=CC=CC=C1